pyrrolidine-1-ium [NH2+]1CCCC1